tert-butyl (6-(2-(2,4-difluorophenyl)-2-methylpropionyl)pyridin-3-yl)carbamate FC1=C(C=CC(=C1)F)C(C(=O)C1=CC=C(C=N1)NC(OC(C)(C)C)=O)(C)C